N-(2-(2,6-dichloro-piperidin-3-yl)-1,3-dioxoisoindolin-5-yl)-1-(4-fluoro-phenyl)methane-sulfonamide ClC1NC(CCC1N1C(C2=CC=C(C=C2C1=O)NS(=O)(=O)CC1=CC=C(C=C1)F)=O)Cl